tert-butyl (((3-(2-(dimethylamino) ethyl)-1H-indole-1-carbonyl) oxy) methyl) glutarate C(CCCC(=O)OCOC(=O)N1C=C(C2=CC=CC=C12)CCN(C)C)(=O)OC(C)(C)C